2-(3-(3,3,3-trifluoro-1-(thiophen-2-yl)propyl)-1H-indol-2-yl)benzenesulfonyl fluoride FC(CC(C=1SC=CC1)C1=C(NC2=CC=CC=C12)C1=C(C=CC=C1)S(=O)(=O)F)(F)F